C[Si](CCOC(=O)NCC(=O)O)(C)C N-{[2-(trimethylsilyl)ethoxy]carbonyl}glycine